(E)-thiophen-2-ylmethyl-1,3,5-triazin-2,4,6-triamine S1C(=CC=C1)CNC1=NC(=NC(=N1)N)N